O[C@]1(CCN(CC12CCCC2)C(=O)N2[C@@H](CN(CC2)C(=O)OC(C)(C)C)C2=CC=CC=C2)CN2C=NC(=CC2=O)C2=CC=NN2C tert-butyl (R)-4-((S)-10-hydroxy-10-((4-(1-methyl-1H-pyrazol-5-yl)-6-oxopyrimidin-1(6H)-yl)methyl)-7-azaspiro[4.5]decane-7-carbonyl)-3-phenylpiperazine-1-carboxylate